BrC=1N(C2=NC(=NC(=C2N1)N1CCC(CC1)OC1OCCCC1)Cl)CC 8-bromo-2-chloro-9-ethyl-6-(4-((tetrahydro-2H-pyran-2-yl)oxy)piperidin-1-yl)-9H-purine